Cl[C@@H]1[C@@H]([C@H]([C@H](O[C@@H]1CO)C([C@]1(O)[C@@H](O)[C@H](O)[C@H](O1)CO)Cl)O)O 4-chloro-4-deoxy-alpha-D-galactopyranosyl-1-chloro-1-deoxy-beta-D-fructose